trimethylolallyl isocyanate C(O)C(C=C(CO)CO)N=C=O